3-(1-oxo-5-(3-phenylquinoxalin-2-yl)isoindolin-2-yl)piperidine-2,6-dione O=C1N(CC2=CC(=CC=C12)C1=NC2=CC=CC=C2N=C1C1=CC=CC=C1)C1C(NC(CC1)=O)=O